5-(1H-pyrazol-3-yl)-2-{5-[(2,2,6,6-tetramethylpiperidin-4-yl)amino]pyrazin-2-yl}phenol N1N=C(C=C1)C=1C=CC(=C(C1)O)C1=NC=C(N=C1)NC1CC(NC(C1)(C)C)(C)C